(E)-3-[3-(2,3-Dihydro-1H-inden-5-yloxymethyl)-4-methoxyphenyl]-1-(2,4-dihydroxyphenyl)prop-2-en-1-one C1CCC2=CC(=CC=C12)OCC=1C=C(C=CC1OC)/C=C/C(=O)C1=C(C=C(C=C1)O)O